(1-amino-1-oxo-3-(2-oxo-1,5,7,8-tetrahydro-2H-pyrano[4,3-b]pyridin-3-yl)propan-2-yl)carbamic acid tert-butyl ester C(C)(C)(C)OC(NC(C(=O)N)CC1=CC2=C(NC1=O)CCOC2)=O